ClC=1C=C2C=NC(=NC2=CC1N1CCC(CC1)(O)C)NC1=CC(=NN1C([2H])([2H])[2H])C(C)(C)N1N=CC=N1 1-[6-chloro-2-({1-(2H3)methyl-3-[2-(2H-1,2,3-triazol-2-yl)propan-2-yl]-1H-pyrazol-5-yl}amino)quinazolin-7-yl]-4-methylpiperidin-4-ol